4-((1H-Indazol-5-yl)ethynyl)-N-((2-fluoro-5-methylpyridin-3-yl)methyl)-[2,4'-bipyrimidin]-2'-amine N1N=CC2=CC(=CC=C12)C#CC1=NC(=NC=C1)C1=NC(=NC=C1)NCC=1C(=NC=C(C1)C)F